3,7-bis-(1-methyl-1H-indazol-5-yl)-10H-phenothiazine 5,5-dioxide CN1N=CC2=CC(=CC=C12)C=1C=CC=2NC3=CC=C(C=C3S(C2C1)(=O)=O)C=1C=C2C=NN(C2=CC1)C